C(CCCCCCCCC)(=O)OC(CSC1CCCCC1)CCCCCC(CCCCCC(CSC1CCCCC1)OC(CCCCCCCCC)=O)=O 1,15-bis(cyclohexylthio)-8-oxopentadecane-2,14-diyl bis(decanoate)